ClC1=CC(=C(C=C1)C1=NC(=CC=2N=C(N(C(C21)=O)C)C)N2C[C@@H](CCC2)C2=CC=NC=C2)F 5-(4-chloro-2-fluoro-phenyl)-2,3-dimethyl-7-((3S)-3-(4-pyridinyl)-1-piperidinyl)pyrido-[4,3-d]pyrimidin-4(3H)-one